ClC1=CC=C(C=C1)[C@@H]1O[C@H](C(N([C@@H]1C1=CC=C(C=C1)Cl)[C@@H](C(=O)OCC)CCC)=O)CC1=CC(=CC=C1)I (R)-ethyl 2-((2S,3R,6S)-2,3-bis(4-chlorophenyl)-6-(3-iodobenzyl)-5-oxomorpholino)pentanoate